4-{2-(2,4-difluorophenoxy)-5-[2-(ethylsulfonyl)propan-2-yl]phenyl}-6-methyl-1,6-dihydro-7H-pyrrolo[2,3-c]pyridin-7-one FC1=C(OC2=C(C=C(C=C2)C(C)(C)S(=O)(=O)CC)C=2C3=C(C(N(C2)C)=O)NC=C3)C=CC(=C1)F